Ethyl (S)-2-(3-Bromo-1-(1-(4-Chlorophenyl)Ethyl)-5-Oxo-1,5-Dihydro-4h-1,2,4-Triazol-4-Yl)Acetate BrC1=NN(C(N1CC(=O)OCC)=O)[C@@H](C)C1=CC=C(C=C1)Cl